pyridazin-3-ylpiperazine-2-carboxylate N1=NC(=CC=C1)OC(=O)C1NCCNC1